(1S,3R,4S)-N-((R)-1-cyano-2-((R)-2-oxopyrrolidin-3-yl)ethyl)-5,5-difluoro-2-(2-methyl-1H-indole-7-carbonyl)-2-azabicyclo[2.2.2]octane-3-carboxamide C(#N)[C@@H](C[C@@H]1C(NCC1)=O)NC(=O)[C@@H]1N([C@@H]2CC([C@H]1CC2)(F)F)C(=O)C=2C=CC=C1C=C(NC21)C